[Si](C)(C)(C(C)(C)C)O[C@@H]1C[C@@H](N(C1)C(=O)C1CC1)C#C ((2R,4R)-4-((tert-Butyldimethylsilyl)oxy)-2-ethynylpyrrolidin-1-yl)(cyclopropyl)methanone